CC1=NC(=NC=C1O)N1CCNCC1 4-methyl-2-(piperazin-1-yl)pyrimidin-5-ol